5-chloro-4-methylpyridin-3(2H)-one ClC1=C(C(CN=C1)=O)C